1-(2-(2-fluoro-5-((6-fluoro-4-vinyl-1H-indol-5-yl)oxy)phenyl)-1H-imidazol-4-yl)-1-phenylethan-1-ol FC1=C(C=C(C=C1)OC=1C(=C2C=CNC2=CC1F)C=C)C=1NC=C(N1)C(C)(O)C1=CC=CC=C1